tert-butyl (4S)-5-amino-4-[4-hydroxy-6-(2-methoxyethoxy)-1-oxo-isoindolin-2-yl]-5-oxo-pentanoate NC([C@H](CCC(=O)OC(C)(C)C)N1C(C2=CC(=CC(=C2C1)O)OCCOC)=O)=O